2-(2-(1-(methyl-d3)-1H-imidazo[1,2-b]pyrazole-7-carbonyl)-2-azaspiro[3.3]heptan-6-yl)-N-(4-(trifluoromethoxy)pyridin-2-yl)acetamide C(N1C=CN2N=CC(=C21)C(=O)N2CC1(C2)CC(C1)CC(=O)NC1=NC=CC(=C1)OC(F)(F)F)([2H])([2H])[2H]